O=C1NC(CCC1N1C(C2=CC=C(C=C2C1)NC(C)=O)=O)=O N-(2-(2,6-dioxopiperidin-3-yl)-1-oxoisoindolin-5-yl)acetamide